S1CCNC2=C1C=CO2 furothiomorpholine